C(=O)C1=CC[C@H]2[C@@H]1C(OC=C2C(=O)OC)O methyl (4aS,7aS)-7-formyl-1-hydroxy-1,4a,5,7a-tetrahydrocyclopenta[c]pyran-4-carboxylate